methyl N-[2-(4-{2-[(4-{[6-(5-chloro-2-fluorophenyl)-3-methylpyridazin-4-yl]amino}pyridin-2-yl) carbamoyl]ethyl}piperazin-1-yl)ethyl]carbamate ClC=1C=CC(=C(C1)C1=CC(=C(N=N1)C)NC1=CC(=NC=C1)NC(=O)CCN1CCN(CC1)CCNC(OC)=O)F